COC(CC[C@@H](C(=O)NC1=C(C=C(C=C1)Br)C(=O)C1=NC=CC=C1)NC(=O)OC(C)(C)C)=O (S)-5-((4-bromo-2-pyridineformylphenyl)amino)-4-((tert-butoxycarbonyl)amino)-5-oxopentanoic acid methyl ester